BrC=1C=NC=C(C1CC1=CC=C(C=C1)OC(F)(F)F)N1N=CC=N1 3-bromo-5-(2H-1,2,3-triazol-2-yl)-4-[[4-(trifluoromethoxy)phenyl]methyl]pyridine